CC1=NC2=CC=CC(=C2C(N1)=O)NCCCCCCCN1CCC(CC1)N1CCOCC1 2-Methyl-5-((7-(4-morpholinopiperidin-1-yl)heptyl)amino)-4-oxoquinazoline